COC=1C=C(C=C(C1)C=1SC=C(C1)C)NC1=CC=NC2=CC(=CC=C12)C(F)(F)F N-(3-Methoxy-5-(4-Methylthiophen-2-yl)phenyl)-7-(trifluoromethyl)quinolin-4-amine